NC(CCCCCCCCCCCCCCCCC(=O)NCC(=O)O)=O (18-amino-18-oxostearoyl)glycine